3-bromo-5-(4-cyclopropyl-2-methoxypyridin-3-yl)-1-((2-(trimethylsilyl)ethoxy)methyl)-1H-pyrazolo[4,3-d]pyrimidine BrC1=NN(C2=C1N=C(N=C2)C=2C(=NC=CC2C2CC2)OC)COCC[Si](C)(C)C